3-(1-oxo-3,5,6,7-tetrahydropyrrolo[3,4-f]isoindole-2(1H)-yl)piperidine-2,6-dione O=C1N(CC=2C1=CC=1CNCC1C2)C2C(NC(CC2)=O)=O